N1(CCC=CC1)C(=O)[O-] 3,6-dihydro-pyridin-1(2H)-formate